F[C@H]1[C@@H]([C@H]2CN([C@@H]1C2)C)N(C2=CC=C(N=N2)C2=C(C=C(C=C2)N2C=NC=C2)O)C 2-(6-(((1R,4R,5R,6R)-6-fluoro-2-methyl-2-azabicyclo[2.2.1]heptan-5-yl)(methyl)amino)pyridazin-3-yl)-5-(1H-imidazol-1-yl)phenol